4-Fluoro-3-[(2-Methyl-1H-Imidazol-1-Yl)Acetyl]Benzonitrile FC1=C(C=C(C#N)C=C1)C(CN1C(=NC=C1)C)=O